ClC1=CC=C(C=C1)C1CCN(CC1)C(=O)[O-] 4-(4-chlorophenyl)piperidine-1-carboxylate